C1(CCC1)N1N=CC(=C1)C1=CC=CC(=N1)C(=O)NC1=CC(=NC=C1C)N1CCOCC1 6-(1-cyclobutyl-1H-pyrazol-4-yl)-N-(5-methyl-2-morpholinopyridin-4-yl)picolinamide